O=C1N(C=NC2=CC(=CC=C12)C=1C=NNC1C(F)(F)F)CC=1C=C(C(=O)NC2CCOCC2)C=CC1 3-((4-oxo-7-(5-(trifluoromethyl)-1H-pyrazol-4-yl)quinazolin-3(4H)-yl)methyl)-N-(tetrahydro-2H-pyran-4-yl)benzamide